3-(benzyloxy)-5-(benzyloxymethyl)-tetrahydrofuran-2-ol C(C1=CC=CC=C1)OC1C(OC(C1)COCC1=CC=CC=C1)O